Ammonia oxalate C(C(=O)O)(=O)O.N